C(C1=CC=CC=C1)OC=1C=NC=2N(C1)N=CC2Br 6-(benzyloxy)-3-bromopyrazolo[1,5-a]pyrimidine